(S)-3-(3,5-difluoro-4-((1R,3R)-2-(2-fluoro-2-methylpropyl)-3-methyl-2,3,4,9-tetrahydro-1H-pyrido[3,4-b]indol-1-yl)phenoxy)pyrrolidine-1-carboxylic acid tert-butyl ester C(C)(C)(C)OC(=O)N1C[C@H](CC1)OC1=CC(=C(C(=C1)F)[C@H]1N([C@@H](CC2=C1NC1=CC=CC=C21)C)CC(C)(C)F)F